ClC=1C=CC=C2CCC(N(C12)CC1=CC=C2C(=NC(=NC2=C1)N(C(OC(C)(C)C)=O)C(=O)OC(C)(C)C)N(C(OC(C)(C)C)=O)C(=O)OC(C)(C)C)=O di-tert-butyl (7-((8-chloro-2-oxo-3,4-dihydroquinolin-1(2H)-yl)methyl)quinazoline-2,4-diyl)bis((tert-butoxycarbonyl)carbamate)